alpha-acetyl-gamma-butyrolactone sodium salt [Na].C(C)(=O)C1C(=O)OCC1